2-{2,6-diazaspiro[3.3]heptan-2-yl}pyrimidine-5-carbonitrile C1N(CC12CNC2)C2=NC=C(C=N2)C#N